3,3'-dinitro-5,5'-dibromobenzophenone [N+](=O)([O-])C=1C=C(C(=O)C2=CC(=CC(=C2)Br)[N+](=O)[O-])C=C(C1)Br